1-(8-fluoro-7-(3-hydroxynaphthalen-1-yl)-2-((tetrahydro-1H-pyrrolizin-7a(5H)-yl)methoxy)pyrido[4,3-d]pyrimidin-4-yl)azepan-4-ol FC1=C(N=CC2=C1N=C(N=C2N2CCC(CCC2)O)OCC21CCCN1CCC2)C2=CC(=CC1=CC=CC=C21)O